ClC[SiH](OC)CCl di(chloromethyl)methoxysilane